O=CNCCOCCOCCOCCC(=O)O 1-oxo-5,8,11-trioxa-2-azatetradecane-14-oic acid